COC[C@@H]1C[C@H](N(C1)C(CNC(C1=CC=C(C=C1)OC1=CC=CC=C1)=O)=O)C(=O)OCC1=CC=CC=C1 benzyl (2S,4R)-4-(methoxymethyl)-1-((4-phenoxybenzoyl)glycyl)pyrrolidine-2-carboxylate